OC1CCN(CC1)C=1C=CC(=NC1)NC1=CC(=NC=2N=CNC(C21)=O)CCC 5-[[5-(4-hydroxy-1-piperidyl)-2-pyridyl]amino]-7-propyl-3H-pyrido[2,3-d]pyrimidin-4-one